C(C)(C)(C)C=1C=C(C=CC1)B(O)O 3-{tert-butyl}phenylboronic acid